ClC=1C=C(C=CC1C(F)(F)F)NC(=O)N1[C@@H]2CC[C@H]1CC1=C2C=CC(=C1)F (5R,8S)-N-(3-chloro-4-(trifluoromethyl)phenyl)-2-fluoro-6,7,8,9-tetrahydro-5H-5,8-epimino-benzo[7]annulene-10-carboxamide